CN1CC(N(C(C1=O)=O)C)=O 1,4-dimethyl-3,5,6-trioxopiperazin